(R)-(3-chloro-1H-indol-6-yl)(8-methyl-3-(3-methyl-1,2,4-thiadiazol-5-yl)-5,6-dihydro-[1,2,4]triazolo[4,3-a]pyrazin-7(8H)-yl)methanone ClC1=CNC2=CC(=CC=C12)C(=O)N1[C@@H](C=2N(CC1)C(=NN2)C2=NC(=NS2)C)C